N1=C(C=CC=C1)[Cu]C1=NNC=C1 Pyridinylpyrazolylcopper